[Se].[He] helium selenium